(5-bromo-2-methylpyridin-3-yl)-3-hydroxy-2-methylpropionitrile BrC=1C=C(C(=NC1)C)C(C#N)(CO)C